C(C)(C)(C)C=1C=C(CN(C(CN(S(=O)(=O)C2=C(C(=C(C(=C2F)F)F)F)F)CC2=CC=C(C=C2)Cl)=O)C2=C(C=C(C(=O)O)C=C2)O)C=C(C1)C1CC1 4-(N-(3-(tert-butyl)-5-cyclopropylbenzyl)-2-(N-(4-chlorobenzyl)-(2,3,4,5,6-pentafluorophenyl)sulfonamido)acetamido)-3-hydroxybenzoic acid